1-(4-Chlorophenyl)-3-[5-(pyridin-4-yl)thiophen-2-yl]urea ClC1=CC=C(C=C1)NC(=O)NC=1SC(=CC1)C1=CC=NC=C1